C1(CC1)N1N=CC(=C1)C=1C=C(C=C(C1)OC)SC1=CN=C(S1)CNC(OC(C)(C)C)=O tert-Butyl ((5-((3-(1-cyclopropyl-1H-pyrazol-4-yl)-5-methoxyphenyl)thio)thiazol-2-yl)methyl)carbamate